NC1=NC=CC=C1C1=NC=2C(=NC(=CC2)C2=CC=CC=C2)N1C1=CC=C(CNC(C2=C(C=NC=C2)C#N)=O)C=C1 N-(4-(2-(2-aminopyridin-3-yl)-5-phenyl-3H-imidazo[4,5-b]pyridin-3-yl)benzyl)-3-cyanoisonicotinamide